4-phenylpiperidin-2-one C1(=CC=CC=C1)C1CC(NCC1)=O